C(C)OC(C(N1N=C2C=C(C=C(C2=C1)F)Br)C1=C2N(C=N1)C[C@@H](C2)F)=O 2-((R)-6-fluoro-6,7-dihydro-5H-pyrrolo[1,2-c]imidazol-1-yl)-2-(4-fluoro-6-bromo-2H-indazol-2-yl)acetic acid ethyl ester